C(C)(=O)C1=C(C2=C(N=C(N=C2)NC2=NC=C(C=C2)N2CC3(C2)CN(C3)C3=CC=C(C=C3)CO)N(C1=O)C1CCCC1)C 6-acetyl-8-cyclopentyl-2-((5-(6-(4-(hydroxymethyl)phenyl)-2,6-diazaspiro[3.3]heptan-2-yl)pyridin-2-yl)amino)-5-methylpyrido[2,3-d]pyrimidin-7(8H)-one